chromaneacetic acid O1C(CCC2=CC=CC=C12)CC(=O)O